N-methyl-N-[(3R,4R)-4-methylpiperidine-3-yl]carbamic acid tert-butyl ester C(C)(C)(C)OC(N([C@H]1CNCC[C@H]1C)C)=O